ClC=1C(=C(C=CC1)NC1=C(NC2=C1C(NCC2)=O)C2=C(C=NC=C2)OC[C@H]2OCC(NC2)=O)OC (6S)-6-{[(4-{3-[(3-chloro-2-methoxyphenyl)amino]-4-oxo-1H,5H,6H,7H-pyrrolo[3,2-c]pyridin-2-yl}pyridin-3-yl)oxy]methyl}morpholin-3-one